2-(3,4-dichlorophenyl)-1-ethyl-6-[indazol-1-ylmethyl]-4-oxo-pyridine-3-carboxylic acid ClC=1C=C(C=CC1Cl)C=1N(C(=CC(C1C(=O)O)=O)CN1N=CC2=CC=CC=C12)CC